4-(4-cyano-2-fluorophenyl)-2-morpholino-5-(1H-1,2,4-triazol-5-yl)thiophene-3-carbonitrile C(#N)C1=CC(=C(C=C1)C=1C(=C(SC1C1=NC=NN1)N1CCOCC1)C#N)F